FC1=C(C=CC(=C1)NC1=CC=NC=C1)NC(C1=CC=CC=C1)=O N-(2-fluoro-4-(pyridin-4-ylamino)phenyl)benzamide